NC1=CC=C2CN(C(C2=C1)=O)[C@@H]1C[C@@H](CCC1)NC1=NC=C(C=N1)C(F)(F)F 6-amino-2-((1S,3R)-3-((5-(trifluoromethyl)pyrimidin-2-yl)amino)cyclohexyl)isoindolin-1-one